C(C)(C)(C)OC(=O)NC=1C(=C(C=C2C=C(N=CC12)NC(N[C@H]1[C@@H](CC1)C#N)=O)C1=C(C2=C(OCCN2C(=O)OC(C)(C)C)N=C1)C)F |r| (±)-trans-tert-butyl 7-[8-(tert-butoxycarbonylamino)-3-[(2-cyanocyclobutyl)carbamoylamino]-7-fluoro-6-isoquinolyl]-8-methyl-2,3-dihydropyrido[2,3-b][1,4]oxazine-1-carboxylate